CC1=C(C2=C(N(C(=N2)CN2CCC(CC2)C2=CC=CC=3O[C@](OC32)(C)C3=NC=C(C=C3)Cl)C)C=C1)OCCOC methyl-(S)-2-((4-(2-(5-Chloropyridin-2-yl)-2-methylbenzo[d][1,3]dioxol-4-yl)piperidin-1-yl)methyl)-4-(2-methoxyethoxy)-1-methyl-1H-benzo[d]imidazole